N-(6-(4-acetyl-1,4-diazepan-1-yl)-2,2-dimethyl-2,3-dihydrobenzofuran-5-yl)pyrazolo[1,5-a]pyrimidine-3-carboxamide C(C)(=O)N1CCN(CCC1)C1=CC2=C(CC(O2)(C)C)C=C1NC(=O)C=1C=NN2C1N=CC=C2